C(C)(C)(C)OC(=O)N1C(=CC=2C1=NC=C(C2)[N+](=O)[O-])C(N(C)C)=O 2-(dimethylcarbamoyl)-5-nitro-1H-pyrrolo[2,3-b]pyridine-1-carboxylic acid tert-butyl ester